Tert-butyl 2-(2-amino-5-bromo-anilino)acetate NC1=C(NCC(=O)OC(C)(C)C)C=C(C=C1)Br